2-((1s,2s)-1-(2-cyano-5-fluorophenyl)-1-(1-methyl-1H-pyrazol-4-yl)propan-2-yl)-5-hydroxy-N-(isoxazol-4-yl)-1-methyl-6-oxo-1,6-dihydropyrimidine-4-carboxamide C(#N)C1=C(C=C(C=C1)F)[C@H]([C@H](C)C=1N(C(C(=C(N1)C(=O)NC=1C=NOC1)O)=O)C)C=1C=NN(C1)C